tert-butyl (3-((7-oxo-7H-furo[3,2-g]chromen-4-yl)oxy)propyl)carbamate O=C1OC2=CC3=C(C(=C2C=C1)OCCCNC(OC(C)(C)C)=O)C=CO3